CN(CCNC(=O)N1N=CC(C1)C1=CC=CC=C1)S(N)(=O)=O N-(2-(methyl-(sulfamoyl)amino)ethyl)-4-phenyl-4,5-dihydro-1H-pyrazole-1-carboxamide